8-((4,4-dimethylpiperidin-1-yl)methyl)-3,9-dihydroxybenzo[5,6]oxazepin CC1(CCN(CC1)CC1=C(C2=C(C=CC(=NO2)O)C=C1)O)C